(2E)-2-methyl-2-butenedioic acid diethyl ester C(C)OC(\C(=C\C(=O)OCC)\C)=O